N1=C2C(=CC(=C1)C(=O)N)CN=C2 5H-Pyrrolo[3,4-b]pyridine-3-carboxamide